5-chloro-1'-{2-[(7-oxo-8-{[(cis)-3-hydroxy-3-methylcyclobutyl]methyl}-5,6,7,8-tetrahydro-1,8-naphthyridin-3-yl)oxy]ethyl}-1,2-dihydrospiro[indole-3,4'-piperidin]-2-one ClC=1C=C2C(=CC1)NC(C21CCN(CC1)CCOC=1C=NC=2N(C(CCC2C1)=O)CC1CC(C1)(C)O)=O